6-((R)-1-aminoethyl)-2-(3-(3-((R)-fluoro(4-methyl-4H-1,2,4-triazol-3-yl)methyl)oxetan-3-yl)phenyl)-4-(trifluoromethyl)isoindolin-1-one N[C@H](C)C1=CC(=C2CN(C(C2=C1)=O)C1=CC(=CC=C1)C1(COC1)[C@H](C1=NN=CN1C)F)C(F)(F)F